C(C1=CC=CC=C1)OC(=O)N\C(\C(=O)OCC1=CC=CC=C1)=C/C=1N=C(N2C1C=CC=C2)CC(=O)OC(C)(C)C (Z)-benzyl 2-(((benzyloxy)carbonyl)amino)-3-(3-(2-(tert-butoxy)-2-oxoethyl)imidazo[1,5-a]pyridin-1-yl)acrylate